OCC1(CCN(CC1)C=1C=CC=2C(=NC(=CN2)NCC2=CC=C3C=CNC3=C2)N1)CO [4-(hydroxymethyl)-1-{3-[(1H-indol-6-ylmethyl)amino]pyrido[2,3-b]pyrazin-6-yl}piperidin-4-yl]methanol